fluorene disodium salt [Na].[Na].C1=CC=CC=2C3=CC=CC=C3CC12